CC1=C(C=C(C(=O)NC=2C=NC=C(C2)OC(F)(F)F)C=C1)OC1CN(C1)C=1C=NN2C1C=NC=C2 4-methyl-3-((1-(pyrazolo[1,5-a]pyrazin-3-yl)azetidin-3-yl)oxy)-N-(5-(trifluoromethoxy)pyridin-3-yl)benzamide